1-(benzo[c][1,2,5]thiadiazol-4-ylsulfonyl)-N-(benzo[d]thiazol-5-yl)-3-methylpiperidine-4-carboxamide N=1SN=C2C1C=CC=C2S(=O)(=O)N2CC(C(CC2)C(=O)NC=2C=CC1=C(N=CS1)C2)C